BrC1=NN(C2=CC(=CC=C12)CC(=O)OC(C)(C)C)C tert-butyl 2-(3-bromo-1-methyl-indazol-6-yl)acetate